(3Z)-3,4,5,6,6-pentamethyl-3-hepten-2-one C/C(/C(C)=O)=C(/C(C(C)(C)C)C)\C